C(=C)[Si](OC(C)=O)(OC(C)=O)C vinyl-methyldiacetoxysilane